sodium [14C]formate [14CH](=O)[O-].[Na+]